[N+](=O)([O-])C=1NC=C([NH+]1)[N+](=O)[O-] 2,4-dinitroimidazolium